BrC(CO)C(CO)Br trans-2,3-dibromo-1,4-butanediol